2-Methyl-2-isocyanatopropyl-methacrylat CC(COC(C(=C)C)=O)(C)N=C=O